2-Butyn-1,4-diol dicyclohexanecarboxylate C1(CCCCC1)C(=O)OCC#CCOC(=O)C1CCCCC1